C(CCCCC)OC(CCCCC)=O n-hexanoic acid hexyl ester